(3R,7R)-2-(3,4-dichlorobenzoyl)-3,7-dimethyl-9-((S*)-1-(4-(methylsulfonyl)phenyl)ethyl)-1,2,3,4,8,9-hexahydropyrido[4',3':3,4]pyrazolo[1,5-a]pyrazin-10(7H)-one ClC=1C=C(C(=O)N2CC=3C(=NN4C3C(N(C[C@H]4C)[C@@H](C)C4=CC=C(C=C4)S(=O)(=O)C)=O)C[C@H]2C)C=CC1Cl |o1:18|